acrylic acid (2-ethylhexyl)acrylate C(C)C(COC(C=C)=O)CCCC.C(C=C)(=O)O